CC1[C@H]2[C@@H](N([C@@H](CN1)C2)C(=O)OC)C(=O)OC dimethyl (1S,5R,7R)-2-methyl-3,6-diazabicyclo[3.2.1]octane-6,7-dicarboxylate